((3R,4R)-4-(3,4-Dihydroisoquinolin-2(1H)-yl)-3-hydroxypiperidin-1-yl)(6-(piperidin-4-ylamino)pyrimidin-4-yl)methanone C1N(CCC2=CC=CC=C12)[C@H]1[C@@H](CN(CC1)C(=O)C1=NC=NC(=C1)NC1CCNCC1)O